O[C@H]1CC[C@H](N(C1)C(=O)OCC1=CC=CC=C1)C(=O)OC(C)(C)C (2S,5S)-1-Benzyl 2-tert-butyl 5-hydroxypiperidine-1,2-dicarboxylate